p-aminoazobenzoic acid NN=NC1=CC=C(C(=O)O)C=C1